COC=1N=C2C(=CC=NC2=CC1OC)OC1=C(C=C(C=C1)NC(=O)C1=C(N(C(=C(C1=O)OC)C)C)C)F N-[4-[(6,7-Dimethoxy-1,5-naphthyridin-4-yl)oxy]-3-fluorophenyl]-5-methoxy-1,2,6-trimethyl-4-oxopyridine-3-carboxamide